7-bromoisoindol-1-one BrC=1C=CC=C2C=NC(C12)=O